perfluorooctyl-sulphonate FC(C(C(C(C(C(C(C(F)(F)F)(F)F)(F)F)(F)F)(F)F)(F)F)(F)F)(S(=O)(=O)[O-])F